Cl.FC=1C=C(C=NC1)CNCCC1(CC2(OCC1)CC1CC1C2)C2=NC=CC=C2 N-((5-fluoropyridin-3-yl)methyl)-2-(4'-(pyridin-2-yl)tetrahydrospiro[bicyclo[3.1.0]hexane-3,2'-pyran]-4'-yl)ethylamine hydrochloride